FC=1C(=CC2=C(B(OC2)O)C1)C(=O)ON1C(CCC1=O)=O 2,5-dioxopyrrolidin-1-yl 6-fluoro-1-hydroxy-1,3-dihydrobenzo[c][1,2]oxaborole-5-carboxylate